(E)-N-((4-(((tert-butyldimethylsilyl)oxy)methyl)piperidin-1-yl)methylene)-4-methylbenzenesulfonamide [Si](C)(C)(C(C)(C)C)OCC1CCN(CC1)\C=N\S(=O)(=O)C1=CC=C(C=C1)C